C(C)(C)C1=CC=C(C=C1)C1=NC(=NN1C)[C@H](C)NC(C1=NC=CC(=C1O)OC)=O (S)-N-(1-(5-(4-isopropylphenyl)-1-methyl-1,2,4-triazol-3-yl)ethyl)-3-hydroxy-4-methoxypicolinamide